ClC=1C=NN(C1C1=NN2C(C(CCC2)=O)=C1)C(CF)C 2-(4-chloro-1-(1-fluoropropan-2-yl)-1H-pyrazol-5-yl)-6,7-dihydropyrazolo[1,5-a]pyridin-4(5H)-one